OC1=CC=C(C=C1)N(C1CN(C1)C(=O)OC(C)(C)C)C tert-butyl 3-((4-hydroxyphenyl)(methyl)amino)azetidine-1-carboxylate